CC(CO)CCCCCCCCCCCO 2-methyl-1,13-Tridecanediol